C(#N)N(NC([C@H](CC#C)N1C(C(=CC=C1)NC(OC(C)(C)C)=O)=O)=O)C[C@H]1C(NCC1)=O Tert-butyl (1-((S)-1-(2-cyano-2-(((S)-2-oxopyrrolidin-3-yl)methyl)hydrazineyl)-1-oxopent-4-yn-2-yl)-2-oxo-1,2-dihydropyridin-3-yl)carbamate